(2S)-N-[(R)-(2-oxo-2,3-dihydro-1H-1,3-benzodiazol-4-yl)[4-(propan-2-yl)phenyl]methyl]-1-[2-(1H-1,2,3-triazol-5-yl)acetyl]pyrrolidine-2-carboxamide O=C1NC2=C(N1)C=CC=C2[C@H](NC(=O)[C@H]2N(CCC2)C(CC2=CN=NN2)=O)C2=CC=C(C=C2)C(C)C